4-nitro-2-hydroxybenzoic acid [N+](=O)([O-])C1=CC(=C(C(=O)O)C=C1)O